O=C1NC(CCC1C1=CC=C(C=C1)N1CCN(CC1)CC1CCC(CC1)NC(OC(C)(C)C)=O)=O tert-butyl ((1r,4r)-4-((4-(4-(2,6-dioxopiperidin-3-yl)phenyl)piperazin-1-yl)methyl)cyclohexyl)carbamate